5-(N-(2-((N-((5-bromofuran-2-yl)methyl)acetamido)methyl)-4-chlorophenyl)-N-ethylsulfamoyl)-3-Methylbenzofuran-2-carboxylic acid BrC1=CC=C(O1)CN(C(C)=O)CC1=C(C=CC(=C1)Cl)N(S(=O)(=O)C=1C=CC2=C(C(=C(O2)C(=O)O)C)C1)CC